O=C1N(C(CN1C1=CC(=CC=C1)C(F)(F)F)=O)CC1=CC(=C(OC(C(=O)O)(C)C)C(=C1)C)C 2-(4-((2,5-Dioxo-3-(3-(trifluoro-methyl)phenyl)imidazolin-1-yl)methyl)-2,6-dimethylphenoxy)-2-methylpropionic acid